1-phenylcarbazole C1(=CC=CC=C1)C1=CC=CC=2C3=CC=CC=C3NC12